l-2-(2-hydroxyethoxy)ethyl-piperazine OCCOCCN1CCNCC1